BrC1(C)CC=C(C=C1)Br 1,4-dibromotoluene